2-cyano-2-(9-(pyridin-2-yl)-2,6-dioxaspiro[4.5]decan-9-yl)acetic acid methyl ester COC(C(C1(CCOC2(CCOC2)C1)C1=NC=CC=C1)C#N)=O